F[C@H]1NCCCC1 (2R,7aS)-2-Fluorotetrahydro-1H-pyridine